C[C@@H]1COCCN1C1=CC(=C2C(=N1)N(N=C2)C2=NNC=C2)C2=C(C=CC=C2)S(=O)(=O)N (R)-2-(6-(3-methylmorpholino)-1-(1H-pyrazol-3-yl)-1H-pyrazolo[3,4-b]pyridin-4-yl)benzenesulfonamide